BrC1=CC=C(C=N1)C(CCNC(=O)NC1CC1)C(F)(F)F 1-(3-(6-bromopyridin-3-yl)-4,4,4-trifluorobutyl)-3-cyclopropylurea